FC1(CCC(CC1)N1N=C(C=2[C@@H](C(CCC12)(F)F)O)C(F)(F)F)F (4S)-1-(4,4-difluorocyclohexyl)-5,5-difluoro-3-(trifluoromethyl)-6,7-dihydro-4H-indazol-4-ol